α-naphthyl-phenylglycine C1(=CC=CC2=CC=CC=C12)C(N)(C1=CC=CC=C1)C(=O)O